(E)-4-aminobutane-2-ol NCCC(C)O